rac-ethyl (1S*,2S*)-2-(5-chloro-2-nitrophenyl)cyclopropane-1-carboxylate ClC=1C=CC(=C(C1)[C@@H]1[C@H](C1)C(=O)OCC)[N+](=O)[O-] |r|